FC1=C2C(=CNC2=CC=C1)C=1C=C(OC1)C(CCC(=O)O)=O 4-(4-(4-fluoro-1H-indol-3-yl)furan-2-yl)-4-oxobutyric acid